NC1=C(C(N(C2=CC(=CC=C12)C1CC1)C1=C2C=CN=CC2=CC=C1)=O)C(=O)OC methyl 4-amino-7-cyclopropyl-1-(isoquinolin-5-yl)-2-oxo-1,2-dihydroquinoline-3-carboxylate